ClC=1C=C(C=2C=CC=3N(C2N1)C=C(N3)C=3OC=NN3)C(F)(F)F 2-chloro-8-(1,3,4-oxadiazol-2-yl)-4-(trifluoromethyl)imidazo[1,2-a]-1,8-naphthyridine